COC(=O)C=1SC=CC1CN1C(C2=CC=C(C=C2C=N1)S(=O)(=O)C1=CC=CC=C1)=O 3-((1-oxo-6-(phenylsulfonyl)phthalazin-2(1H)-yl)methyl)thiophene-2-carboxylic acid methyl ester